tert-butyl (S)-2-((2-(4-cyano-2,6-difluorophenyl)-7-methylimidazo[1,2-a]pyridin-3-yl)methyl)morpholine-4-carboxylate C(#N)C1=CC(=C(C(=C1)F)C=1N=C2N(C=CC(=C2)C)C1C[C@H]1CN(CCO1)C(=O)OC(C)(C)C)F